methyl (S)-4,4-difluoro-1-(6-hydroxypyridin-2-yl)pyrrolidine-2-carboxylate FC1(C[C@H](N(C1)C1=NC(=CC=C1)O)C(=O)OC)F